4-(((8-Methoxy-6-(5-methylthiazol-2-yl)quinazolin-4-yl)amino)methyl)-1-methylpyridin COC=1C=C(C=C2C(=NC=NC12)NCC1=CCN(C=C1)C)C=1SC(=CN1)C